C1(CCCCC1)OC(CO)CO 2-cyclohexyloxy-1,3-propanediol